C(=O)(O)CCCCN(C1C=2C=CC(=NC2CCC1)C(=O)O)CCC1=C(C=CC=C1)OCC1=CC=C(C=C1)C=1OC2=C(N1)C=C(C=C2)C(F)(F)F 5-[(4-carboxybutyl){2-[2-({4-[5-(trifluoromethyl)-1,3-benzoxazol-2-yl]benzyl}oxy)phenyl]ethyl}amino]-5,6,7,8-tetrahydroquinoline-2-carboxylic acid